FC1(CC(CCC1)C(=O)N[C@@H](CCOC1CC(C1)CCC1=NC=2NCCCC2C=C1)C(=O)O)F N-(3,3-difluorocyclohexane-1-carbonyl)-O-(3-(2-(5,6,7,8-tetrahydro-1,8-naphthyridin-2-yl)ethyl)cyclobutyl)homoserine